mono-4-aminosalicylic acid NC=1C=C(C(C(=O)O)=CC1)O